3-[(4-fluoro-benzenesulfonyl)-methyl-amino]1,2,3,4-tetrahydro-carbazol-9-yl-{propionic acid} FC1=CC=C(C=C1)S(=O)(=O)N(C1CCC=2N(C3=CC=CC=C3C2C1)C(C(=O)O)C)C